(1S,2R)-2-((S)-5-Chloro-8-((4-methyl-4H-1,2,4-triazol-3-yl)methoxy)-1-((6-oxo-5-azaspiro[2.4]heptan-5-yl)methyl)-1,2,3,4-tetrahydroisochinolin-2-carbonyl)-1-methylcyclohexan ClC1=C2CCN([C@@H](C2=C(C=C1)OCC1=NN=CN1C)CN1CC2(CC2)CC1=O)C(=O)[C@H]1[C@H](CCCC1)C